(1S,4S)-5-((4-((2-(6-(2-(Diisopropylcarbamoyl)-4-fluorophenoxy)-1,2,4-Triazin-5-yl)-2,7-diazaspiro[3.5]nonan-7-yl)methyl)-4-fluoropiperidin-1-yl)sulfonyl)-2,5-diazepine C(C)(C)N(C(=O)C1=C(OC2=C(N=CN=N2)N2CC3(C2)CCN(CC3)CC3(CCN(CC3)S(=O)(=O)N3C=CN=CC=C3)F)C=CC(=C1)F)C(C)C